COC=1C=CC(=C(C1)C(CN)C)[N+](=O)[O-] 2-(5-methoxy-2-nitro-phenyl)-propylamine